5-(2-chlorobenzyl)-3-((2-methoxybenzyl)amino)-4H-benzo[e][1,2,4]thiadiazine 1,1-dioxide ClC1=C(CC2=CC=CC3=C2NC(=NS3(=O)=O)NCC3=C(C=CC=C3)OC)C=CC=C1